FC(C#N)CCCC fluorocapronitrile